2-[4-[[5-benzyloxy-4-[(4-methoxyphenyl)methylsulfanyl]-2-pyridinyl]oxy]-3,5-dichloro-phenyl]-6-(difluoromethyl)-1,2,4-triazine-3,5-dione C(C1=CC=CC=C1)OC=1C(=CC(=NC1)OC1=C(C=C(C=C1Cl)N1N=C(C(NC1=O)=O)C(F)F)Cl)SCC1=CC=C(C=C1)OC